1-N-(2-methoxy-2-oxoethyl)-1H-indol COC(CN1C=CC2=CC=CC=C12)=O